iron (II) bis(dibutylphosphinate) C(CCC)P([O-])(=O)CCCC.C(CCC)P([O-])(=O)CCCC.[Fe+2]